ClC=1C(=NC=CC1C1=CC(=C(CNC[C@@H]2CCC(N2)=O)C=C1)OC)C1=C(C(=CC=C1)C1=NC(=C(C=C1)CNC[C@H]1NC(CC1)=O)OC)Cl (S)-5-(((4-(3-chloro-2-(2-chloro-3-(6-methoxy-5-(((((S)-5-oxopyrrolidin-2-yl)methyl)amino)methyl)pyridin-2-yl)phenyl)pyridin-4-yl)-2-methoxybenzyl)amino)methyl)pyrrolidin-2-one